2-(4-hydroxyphenyl)-5,7-dihydroxychroman-4-one OC1=CC=C(C=C1)C1OC2=CC(=CC(=C2C(C1)=O)O)O